5-dodecyl dinitrobenzoate [N+](=O)([O-])C=1C(=C(C(=O)OC(CCCC)CCCCCCC)C=CC1)[N+](=O)[O-]